ClC1=C(C=C(C=C1)F)C1NC(C2=C3C(=CC(=C12)NC(=O)C1=NSC2=C1C=CC=C2)OCCO3)=O N-[7-(2-chloro-5-fluorophenyl)-9-oxo-3,7,8,9-tetrahydro-2H-[1,4]dioxino[3,2-e]isoindol-6-yl]benzo[d][1,2]thiazole-3-carboxamide